FC(OC=1N=C2C(=C(C=NC2=CC1)NC(=O)NC=1C=NC(=C(C1)C(F)(F)F)N1N=CC=N1)C(C)C)F N-(6-(difluoromethoxy)-4-(propan-2-yl)-1,5-naphthyridin-3-yl)-N'-(6-(2H-1,2,3-triazol-2-yl)-5-(trifluoromethyl)pyridin-3-yl)urea